C(C=C)(=O)OCCC[Si](OC)(OC)OC gamma-(acryloxy)propyl-trimethoxysilane